5-bromo-2-(2,4-dimethoxybenzyl)-4-fluoro-3,3-dimethylisoindolin-1-one BrC=1C(=C2C(N(C(C2=CC1)=O)CC1=C(C=C(C=C1)OC)OC)(C)C)F